N=1N(N=CC1)C1=CC=C(C=N1)OC1=CC=C(C=C1)C(C)(C)C1=CC=C(OC2CC(C2)N)C=C1 (1r,3r)-3-(4-(2-(4-((6-(2H-1,2,3-triazol-2-yl)pyridin-3-yl)Oxy)phenyl)propan-2-yl)phenoxy)cyclobutylamine